ammonium pentacosylate C(CCCCCCCCCCCCCCCCCCCCCCCC)(=O)[O-].[NH4+]